FC1=C(C=CC(=C1)F)C1CCN(CC1)CC=1C=C(COC2=C3CN(C(C3=CC=C2)=O)C2C(NC(CC2)=O)=O)C=CC1 3-(4-((3-((4-(2,4-DIFLUOROPHENYL)PIPERIDIN-1-YL)METHYL)BENZYL)OXY)-1-OXOISOINDOLIN-2-YL)PIPERIDINE-2,6-DIONE